C(C)(C)(C)OC(NC=1SC(=CC1C(C)C)C(C)C)=O [3,5-bis(propan-2-yl)thiophen-2-yl]carbamic acid tert-butyl ester